11'-(1,2-phenylenedi(oxy))bis(undecan-1-ol) C1(=C(C=CC=C1)OCCCCCCCCCCCO)OCCCCCCCCCCCO